FC1=C(C=CC(=C1)C(=O)N1CCN(CC1)C1=NC(=C(C=C1C)C)C)C1(C(NC(N1)=O)=O)C 5-{2-fluoro-4-[4-(3,5,6-trimethylpyridin-2-yl)piperazine-1-carbonyl]phenyl}-5-methylimidazolidine-2,4-dione